N-[(dimethylamino)-1H-1,2,3-triazolo-[4,5-b]Pyridin-1-ylmethylene]-N-methylmethylammonium CN(C)C(=[N+](C)C)N1N=NC2=NC=CC=C21